methyl 4-amino-6-chloronicotinate NC1=CC(=NC=C1C(=O)OC)Cl